5-methyl-7,8-dihydro-1,6-naphthyridine CC=1C=2C=CC=NC2CCN1